CC=1CC(CCC1)C1=C(C=C(C=C1OC(C)C)C(C)(CCCC)C)O 2-(3-Methylcyclohex-3-en-1-yl)-5-(2-methylhexan-2-yl)-3-propan-2-yloxyphenol